4-(2-methoxyethyl)-3-methylsulfonyl-benzoic acid COCCC1=C(C=C(C(=O)O)C=C1)S(=O)(=O)C